4-[3-[2-chloro-6-cyano-4-(7,7-dimethyl-5,9-dioxa-2-azaspiro[3.5]nonan-2-yl)benzoyl]-2,4-Dihydro-1,3-benzoxazin-8-yl]-5-fluoro-2-(3-oxa-8-azabicyclo[3.2.1]octan-8-yl)benzoic acid ClC1=C(C(=O)N2COC3=C(C2)C=CC=C3C3=CC(=C(C(=O)O)C=C3F)N3C2COCC3CC2)C(=CC(=C1)N1CC2(C1)OCC(CO2)(C)C)C#N